tert-butyl (((1R,5S,6r)-3-(3-(3-chloro-2-fluoropyridin-4-yl)-1H-pyrazolo[3,4-b]pyrazin-6-yl)-6-(4-methylthiazol-2-yl)-3-azabicyclo[3.1.0]hexan-6-yl)methyl)carbamate ClC=1C(=NC=CC1C1=NNC2=NC(=CN=C21)N2C[C@H]1C([C@H]1C2)(C=2SC=C(N2)C)CNC(OC(C)(C)C)=O)F